tert-butyl 3-[[2-(2,6-dioxopiperidin-3-yl)-1,3-dioxoisoindol-5-yl] oxy]azetidine-1-carboxylate O=C1NC(CCC1N1C(C2=CC=C(C=C2C1=O)OC1CN(C1)C(=O)OC(C)(C)C)=O)=O